3β-acetoxy-5α-hydroxy-6β-{3-[4-(3-aminopropylamino)-butylamino]propylamino}cholest-7-ene C(C)(=O)O[C@@H]1C[C@@]2([C@@H](C=C3[C@@H]4CC[C@H]([C@@H](CCCC(C)C)C)[C@]4(CC[C@@H]3[C@]2(CC1)C)C)NCCCNCCCCNCCCN)O